Cl.ClC1=CC=C(C=C1)N1C(C(=C(C=C1)OCC)C(=O)NC1=CC(=C(C=C1)OC1=C2C(=NC=C1)C=C(S2)C2=NC=C(C=C2)CNCCOC)F)=O 1-(4-chlorophenyl)-4-ethoxy-N-(3-fluoro-4-{[2-(5-{[(2-methoxyethyl)amino]methyl}pyridin-2-yl)thieno[3,2-b]pyridin-7-yl]oxy}phenyl)-2-oxo-1,2-dihydropyridine-3-carboxamide hydrochloride